4-(1,3-dithian-2-yl)benzoic acid S1C(SCCC1)C1=CC=C(C(=O)O)C=C1